C(C1=CC=CC=C1)C1=CC=C(C=C1)N1CC2C(C1)CN(C2)CC(CN2N=CN=C2)(O)C2=C(C=C(C=C2)F)F 1-(5-(4-benzylphenyl)hexahydropyrrolo[3,4-c]pyrrol-2(1H)-yl)-2-(2,4-difluorophenyl)-3-(1H-1,2,4-triazol-1-yl)propan-2-ol